6-(2-amino-6-fluoro-5-(4-(piperidin-1-yl)phenyl)pyridin-3-yl)-3,4-dihydroisoquinolin-1(2H)-one NC1=NC(=C(C=C1C=1C=C2CCNC(C2=CC1)=O)C1=CC=C(C=C1)N1CCCCC1)F